O[C@]12[C@@H]3CC[C@@H]4C[C@H](CC[C@@]4([C@H]3CC[C@@]2([C@H](CC1)C=1C=CC(OC1)=O)C)C)NC(NCCCC(=O)O)=O 4-(3-((3S,5R,8R,9S,10S,13R,14S,17R)-14-hydroxy-10,13-dimethyl-17-(2-oxo-2H-pyran-5-yl)hexadecahydro-1H-cyclopenta[a]phenanthren-3-yl)ureido)butanoic acid